O1COC2=C1C=CC(=C2)N2C(NN=C2C=2C=NC=CC2)=S 4-(Benzo[d][1,3]dioxol-5-yl)-5-(pyridin-3-yl)-2,4-dihydro-3H-1,2,4-triazole-3-thione